3-((1H-pyrazol-3-yl)methyl)-5-methyl-7-(phenylsulfonyl)-3,5,6,7,8,9-hexahydro-4H-pyrido[4',3':4,5]pyrrolo[2,3-d]pyridazin-4-one N1N=C(C=C1)CN1N=CC2=C(C1=O)N(C1=C2CCN(C1)S(=O)(=O)C1=CC=CC=C1)C